N1N=CCC1=O 5-pyrazolone